C1(CCCCC1)C(COCC)(COCC)CCC(C)(Cl)Cl 2-cyclohexyl-2-(3,3-dichlorobutyl)-1,3-diethoxypropane